2-(3,5-dimethylphenyl)-4-phenyl-6-(3'-(3,5,6-triphenylpyrazin-2-yl)-[1,1'-biphenyl]-4-yl)-1,3,5-triazine CC=1C=C(C=C(C1)C)C1=NC(=NC(=N1)C1=CC=CC=C1)C1=CC=C(C=C1)C1=CC(=CC=C1)C1=NC(=C(N=C1C1=CC=CC=C1)C1=CC=CC=C1)C1=CC=CC=C1